OC=1C=C2N=C3C=CC=C(C3=NC2=CC1O)S(=O)(=O)O 7,8-Dihydroxyphenazinesulfonic acid